2-fluoro-10-methyl-9-oxo-9,10-dihydro-5H-benzo[3,4]chromen FC=1OC2=C3C(=CCC2=CC1)C=CC(C3C)=O